tert-Butyl (S)-2-((2-(2-methoxy-2-oxoethyl)phenoxy)methyl)pyrrolidine-1-carboxylate COC(CC1=C(OC[C@H]2N(CCC2)C(=O)OC(C)(C)C)C=CC=C1)=O